NC=1C(=C(C(=CC1I)[N+](=O)[O-])C(=O)C1=C(C=CC(=C1)F)Cl)Br (3-amino-2-bromo-4-iodo-6-nitrophenyl)(2-chloro-5-fluorophenyl)methanone